2,2-diphenylundecanoate C1(=CC=CC=C1)C(C(=O)[O-])(CCCCCCCCC)C1=CC=CC=C1